7-azabicyclo[2.2.1]heptane-2-carboxylic acid hydrogen chloride Cl.C12C(CC(CC1)N2)C(=O)O